N1(CCNCCC1)C1=NC=2CCCCC2C(=N1)NC=1C=C2C=NNC2=CC1 2-(1,4-diazepan-1-yl)-N-(1H-indazol-5-yl)-5,6,7,8-tetrahydroquinazolin-4-amine